O=C1NC(CC[C@@H]1N1C(C2=CC(=CC(=C2C1)OCC=1C=CC(=NC1)SC1CCN(CC1)C1=C(C=C(C#N)C=C1)F)F)=O)=O (S)-4-(4-((5-(((2-(2,6-dioxopiperidin-3-yl)-6-fluoro-1-oxoisoindolin-4-yl)oxy)methyl)pyridin-2-yl)thio)piperidin-1-yl)-3-fluorobenzonitrile